1-(tert-butyl) 2-methyl (S)-4-(4-aminopyrrolo[2,1-f][1,2,4]triazin-7-yl)-2,5-dihydro-1H-pyrrole-1,2-dicarboxylate NC1=NC=NN2C1=CC=C2C2=C[C@H](N(C2)C(=O)OC(C)(C)C)C(=O)OC